CC1(OB(OC1(C)C)C1=CC2=CC=C(C=C2C=C1)B1OC(C(O1)(C)C)(C)C)C 2,6-bis(4,4,5,5-tetramethyl-1,3,2-dioxaborolan-2-yl)naphthalene